3-tert-butyl-4-[[5-(2-oxo-3H-benzimidazol-1-yl)-2-pyridinyl]oxy]benzonitrile C(C)(C)(C)C=1C=C(C#N)C=CC1OC1=NC=C(C=C1)N1C(NC2=C1C=CC=C2)=O